F[C@H]1CN(CC1)C1=CC=C(C=N1)C=1SC(=CN1)C(=O)NC=1C=NSC1 (R)-2-(6-(3-fluoropyrrolidin-1-yl)pyridin-3-yl)-N-(isothiazol-4-yl)thiazole-5-carboxamide